7-(5-chloro-2-(2-(5-cyano-6-(4-(2-methoxyethyl)piperazin-1-yl)-2-methyl-4-oxo-7-(trifluoromethyl)quinazolin-3(4H)-yl)ethoxy)phenyl)thieno[3,2-b]pyridine-3-carboxylic acid ClC=1C=CC(=C(C1)C1=C2C(=NC=C1)C(=CS2)C(=O)O)OCCN2C(=NC1=CC(=C(C(=C1C2=O)C#N)N2CCN(CC2)CCOC)C(F)(F)F)C